(2R,6R)-4-(8-cyanoquinolin-5-yl)-N-(1,3-dihydroxypropan-2-yl)-6-methylmorpholine-2-carboxamide C(#N)C=1C=CC(=C2C=CC=NC12)N1C[C@@H](O[C@@H](C1)C)C(=O)NC(CO)CO